monolinoleyl-glycerol C(CCCCCCC\C=C/C\C=C/CCCCC)C(CO)(O)CO